[C@H]12CN(C[C@H](CC1)N2)C2=NC(=NC1=C(C(=C(C=C21)C=C)C2=CC(=CC1=CC=CC=C21)O)F)OC[C@H]2N(CCC2)C 4-(4-((1R,5S)-3,8-diazabicyclo[3.2.1]octan-3-yl)-8-fluoro-2-(((S)-1-methylpyrrolidin-2-yl)methoxy)-6-vinylquinazolin-7-yl)naphthalen-2-ol